BrC1=C2CCCS(C2=C(C=C1)C(F)(F)F)(=O)=O 5-bromo-8-(trifluoromethyl)thiochroman 1,1-dioxide